OCC1CC2(C1)CCN(CC2)C2=CC=CC=1N(C(N(C12)C)=O)C1C(NC(CC1)=O)=O 3-(4-(2-(hydroxymethyl)-7-azaspiro[3.5]nonan-7-yl)-3-methyl-2-oxo-2,3-dihydro-1H-benzo[d]imidazol-1-yl)piperidine-2,6-dione